BrC1COCC1 3-Bromotetrahydrofuran